adipamide C(CCCCC(=O)N)(=O)N